1-(tert-butyl) 5-methyl N-(tert-butoxycarbonyl)-N-methyl-L-glutamate C(C)(C)(C)OC(=O)N([C@@H](CCC(=O)OC)C(=O)OC(C)(C)C)C